N1=CC(=CC=C1)C(C=CC1=NC2=CC=CC=C2C=C1)=O (3-pyridinyl)-3-(2-quinolinyl)-2-propen-1-one